N-(4-(2,4-difluorophenoxy)-3-(2-methyl-6-(trifluoromethyl)pyridin-4-yl)phenyl)ethanesulfonamide FC1=C(OC2=C(C=C(C=C2)NS(=O)(=O)CC)C2=CC(=NC(=C2)C(F)(F)F)C)C=CC(=C1)F